Cl.NCC1=C(C=C(C=C1)C1=CC(=NC=C1)NC(=O)[C@H]1[C@@H](C1)C)C (1R,2R)-N-[4-[4-(aminomethyl)-3-methyl-phenyl]-2-pyridyl]-2-methyl-cyclopropanecarboxamide Hydrochloride